(2S,4R)-allyl 4-(2-((1R,3R)-3-((2S,3S)-2-amino-N,3-dimethylpentanamido)-4-methyl-1-(prop-2-yn-1-yloxy)pentyl)thiazole-4-carboxamido)-2-methyl-5-phenylpentanoate N[C@H](C(=O)N(C)[C@H](C[C@@H](OCC#C)C=1SC=C(N1)C(=O)N[C@H](C[C@@H](C(=O)OCC=C)C)CC1=CC=CC=C1)C(C)C)[C@H](CC)C